CC(CCC)N([C@@H](C)C(=O)[O-])[P@@](=O)(OC1=CC=CC=C1)OCC1(\C(\C1)=C/N1C=2N=C(NC(C2N=C1)=O)N)COC1OCCCC1 (S)-pentan-2-yl((S)-(((Z)-2-((2-amino-6-oxo-1,6-dihydro-9H-purin-9-yl)methylene)-1-(((tetrahydro-2H-pyran-2-yl)oxy)methyl)cyclopropyl)methoxy)(phenoxy)phosphoryl)-L-alaninate